2-[6-[[2-fluoro-4-(trifluoromethylsulfonyl)phenyl]methyl]-2,6-diazaspiro[3.3]heptane-2-carbonyl]-2,5-diazaspiro[3.4]octan-6-one FC1=C(C=CC(=C1)S(=O)(=O)C(F)(F)F)CN1CC2(CN(C2)C(=O)N2CC3(C2)NC(CC3)=O)C1